The molecule is a ceramide 1-phosphate that is N-tetradecanoyl (myristoyl) derivative of sphingosine. It derives from a sphingosine and a tetradecanoic acid. It is a conjugate acid of a N-tetradecanoylsphingosine 1-phosphate(2-). CCCCCCCCCCCCC/C=C/[C@H]([C@H](COP(=O)(O)O)NC(=O)CCCCCCCCCCCCC)O